2-[(5,6-dimethylpyridin-2-yl)carbamoyl]-5-(trifluoromethyl)benzoic acid CC=1C=CC(=NC1C)NC(=O)C1=C(C(=O)O)C=C(C=C1)C(F)(F)F